FC1=CC=CC2=C1N=C(S2)[C@H]2N(CCC1=C2N=CN1)C(=O)C1=C(N=C(O1)C(C)(C)O)C(F)(F)F (S)-(4-(4-fluorobenzo[d]thiazol-2-yl)-6,7-dihydro-1H-imidazo[4,5-c]pyridin-5(4H)-yl)(2-(2-hydroxypropan-2-yl)-4-(trifluoromethyl)oxazol-5-yl)methanone